(methyl)Oxazoline CC=1OCCN1